tert-butyl (R)-(1-(((3-(3-(4,4-difluoroazepan-1-yl)-5-methyl-6-(trifluoromethyl)pyridazine-4-carboxamido)phenyl)(methyl)(oxo)-λ6-sulfaneylidene)carbamoyl)cyclobutyl)carbamate FC1(CCN(CCC1)C=1N=NC(=C(C1C(=O)NC=1C=C(C=CC1)[S@](=O)(C)=NC(=O)C1(CCC1)NC(OC(C)(C)C)=O)C)C(F)(F)F)F